O1CC(CC1)N1C(C2N(C=3C1=CC=1C(=NC=NC1)N3)CCC2)=O 5-(tetrahydrofuran-3-yl)-1,2,3,3a-tetrahydropyrrolo[1'',2'':4',5']pyrazino[2',3':5,6]pyrido[2,3-d]pyrimidin-4(5H)-one